Cl.ClC=1C=C(C=CC1)NC1=NC=NC2=CC(=C(C=C12)OC)OC N-(3-chlorophenyl)-6,7-dimethoxy-4-quinazolinamine hydrochloride